ClC1=CC=C2C(=N1)N(C=C2)CC(C(=O)OC)F methyl 3-(6-chloro-1H-pyrrolo[2,3-b]pyridin-1-yl)-2-fluoropropanoate